ClC1=CN2C=C(C=C2C=C1)C(=O)N(C)[C@H](C)C1=CNC(C2=CC(=C(C=C12)F)F)=O (R)-6-chloro-N-(1-(6,7-difluoro-1-oxo-1,2-dihydroisoquinolin-4-yl)ethyl)-N-methylindolizine-2-carboxamide